C(C1=CC=CC=C1)O[C@@H]1[C@H](N(C[C@@H]([C@H]1OCC1=CC=CC=C1)OCC1=CC=CC=C1)CCC1=C(C=C(C=C1F)OCCCC)F)C (2r,3r,4r,5s)-3,4,5-tris(benzyloxy)-1-(4-butoxy-2,6-difluorophenethyl)-2-methylpiperidine